FC(C1=CN=C2N1C=C(C=C2)C2=CNC=1N=C(N=CC12)NCC=1C=NC(=CC1)N1CCN(CC1)C)F 5-(3-(difluoromethyl)imidazo[1,2-a]pyridin-6-yl)-N-((6-(4-methylpiperazin-1-yl)pyridin-3-yl)methyl)-7H-pyrrolo[2,3-d]pyrimidin-2-amine